N-(2-bromo-6-chlorophenyl)-2-((3-ethoxy-4-(1-methylpiperidin-4-yl)phenyl)amino)-4-methoxypyrimidine-5-carboxamide BrC1=C(C(=CC=C1)Cl)NC(=O)C=1C(=NC(=NC1)NC1=CC(=C(C=C1)C1CCN(CC1)C)OCC)OC